ClC=1C=C(C=CC1OCC1=NC=CC=C1)NC1=NC=NC2=CC=C(C=C12)[C@@H]1CN(CCC1)C(C=C)=O (R)-1-(3-(4-((3-chloro-4-(pyridin-2-ylmethoxy)phenyl)amino)quinazolin-6-yl)piperidin-1-yl)prop-2-en-1-one